6-(4-chlorophenoxy)-2-{[(1S)-2-hydroxy-1,2-dimethylpropyl]amino}-8-methylpyrido[2,3-d]pyrimidin-7(8H)-one ClC1=CC=C(OC2=CC3=C(N=C(N=C3)N[C@H](C(C)(C)O)C)N(C2=O)C)C=C1